N-[(2R)-4-oxo-4-[3-(trifluoromethyl)-5,6-dihydro[1,2,4]triazolo[4,3-a]pyrazin-7(8H)-yl]-1-(2,4,5-trifluorophenyl)butan-2-yl]aspartic acid O=C(C[C@@H](CC1=C(C=C(C(=C1)F)F)F)N[C@@H](CC(=O)O)C(=O)O)N1CC=2N(CC1)C(=NN2)C(F)(F)F